FC=1C=C(C=CC1OC1=CC=NC2=CC(=C(C=C12)OC)OCCN1CCCC1)NC(=O)C1=C2C(=CN(C1=O)C1=CC=C(C=C1)F)CCO2 N-[3-fluoro-4-({6-methoxy-7-[2-(pyrrolidin-1-yl)ethoxy]quinolin-4-yl}oxy)phenyl]-5-(4-fluorophenyl)-6-oxo-2,3,5,6-tetrahydrofuro[3,2-c]pyridine-7-carboxamide